(S)-N-(1-(1-methylazetidin-3-yl)ethyl)-5-(4-(trifluoromethyl)phenoxy)-2-naphthamide CN1CC(C1)[C@H](C)NC(=O)C1=CC2=CC=CC(=C2C=C1)OC1=CC=C(C=C1)C(F)(F)F